C1(=CC=CC=C1)C1C2C3C4C5C6C=CC(C5C(C3C(C1)C2)C4)C6 11-phenyl-hexacyclo[6.6.1.13,6.110,13.02,7.09,14]-4-heptadecene